bis(2-hydroxymethoxy-3-naphthyl)-1,1'-binaphthyl OCOC1=CC2=CC=CC=C2C=C1C=1C(=C(C2=CC=CC=C2C1)C1=CC=CC2=CC=CC=C12)C=1C(=CC2=CC=CC=C2C1)OCO